zinc(II) benzylsalicylate C(C1=CC=CC=C1)OC=1C(C(=O)[O-])=CC=CC1.[Zn+2].C(C1=CC=CC=C1)OC=1C(C(=O)[O-])=CC=CC1